CN([C@@H]1C[C@@H]2CN([C@H]1C2)C=O)C2=NC=C(C=C2)C(F)(F)F ((1S,4S,6R)-6-(methyl-(5-(trifluoromethyl)pyridin-2-yl)amino)-2-azabicyclo[2.2.1]hept-2-yl)methanone